N1(CCC1)C1C[C@H](NCC1)C1=CC=C(C(=O)[O-])C=C1 4-((2S)-4-(azetidin-1-yl)piperidin-2-yl)benzoate